N-(2-hydroxy-1-(pyridin-2-yl)ethyl)-8-(4-(trifluoromethyl)cyclohex-1-en-1-yl)quinoline-3-carboxamide OCC(C1=NC=CC=C1)NC(=O)C=1C=NC2=C(C=CC=C2C1)C1=CCC(CC1)C(F)(F)F